6-Bromo-5-cyano-N-(3-cyclopropyl-1H-indazol-5-yl)-3,4-dimethylpicolinamide BrC1=C(C(=C(C(=N1)C(=O)NC=1C=C2C(=NNC2=CC1)C1CC1)C)C)C#N